N-tert-butyl-1-[8-(5-methoxypyridazin-3-yl)-6H-isochromeno[3,4-b]pyridin-3-yl]pyrrolidin-3-amine C(C)(C)(C)NC1CN(CC1)C1=CC=C2C(=N1)OCC=1C=C(C=CC12)C=1N=NC=C(C1)OC